3-[[4-[(2R)-2-[(7-tert-butoxycarbonyl-7-azaspiro[3.5]nonan-2-yl)amino]-4-methyl-pentoxy]-6-(2,6-dimethylphenyl)-5-methoxy-pyrimidin-2-yl]sulfamoyl]benzoic acid C(C)(C)(C)OC(=O)N1CCC2(CC(C2)N[C@@H](COC2=NC(=NC(=C2OC)C2=C(C=CC=C2C)C)NS(=O)(=O)C=2C=C(C(=O)O)C=CC2)CC(C)C)CC1